C(C)(C)(C)C1=C(C(C(=O)[O-])=CC(=C1)C(C)(C)C)O.[Zn+2].C(C)(C)(C)C1=C(C(C(=O)[O-])=CC(=C1)C(C)(C)C)O zinc 3,5-di-t-butylsalicylate